4-(4-((1R,5S)-3,8-diazabicyclo[3.2.1]octan-3-yl)-8-fluoro-2-(((2R,7aS)-2-fluorotetrahydro-1H-pyrrolizin-7a(5H)-yl)ethynyl)-1,6-naphthyridin-7-yl)-5-ethyl-6-fluoronaphthalen-2-ol [C@H]12CN(C[C@H](CC1)N2)C2=CC(=NC1=C(C(=NC=C21)C2=CC(=CC1=CC=C(C(=C21)CC)F)O)F)C#C[C@]21CCCN1C[C@@H](C2)F